C1=CC(=C(C=C1[C@H]2[C@H](C(=O)C3=C(C=C(C=C3O2)O)[O-])O)O)O The molecule is the conjugate base of (+)-epitaxifolin arising from selective deprotonation of the 7-OH group; major species at pH 7.3. It is a conjugate base of a (+)-epitaxifolin.